N-(2-Chloro-3-((3-((dimethylamino)methyl)-2,3-dihydroimidazo[1,2-c]quinazolin-9-yl)oxy)phenyl)propane-1-sulfonamide ClC1=C(C=CC=C1OC1=CC=2C=3N(C=NC2C=C1)C(CN3)CN(C)C)NS(=O)(=O)CCC